ClC=1C=C2C(=CC1Cl)NC([C@]21CN(CC1)C(=O)C1CC(C1)O)=O (S)-5,6-dichloro-1'-((1s,3R)-3-hydroxycyclobutane-1-carbonyl)spiro[indoline-3,3'-pyrrolidin]-2-one